N-(4-(4-(3-(3-(tert-butyl)-1-phenyl-1H-pyrazol-5-yl)ureido)-3-(methylthio)phenoxy)pyridin-2-yl)-2-hydroxyacetamide C(C)(C)(C)C1=NN(C(=C1)NC(NC1=C(C=C(OC2=CC(=NC=C2)NC(CO)=O)C=C1)SC)=O)C1=CC=CC=C1